C(C)(=O)OC(C)=O acetyl (acetate)